C(C)(C)(C)OOC1(CCCCC1)OOC(C)(C)C 1,1-bis-t-butylperoxycyclohexane